C(CCCCCCC)(=O)OC(CCCCCCC)=O caprylyl Caprylate